FC=1C=C(C=C(C1OC=1C=C2C(=CC(=NC2=CC1)C1=CC=CC=C1)C)F)N1N=C(C(NC1=O)=O)C#N 2-(3,5-difluoro-4-((4-methyl-2-phenylquinolin-6-yl)oxy)phenyl)-3,5-dioxo-2,3,4,5-tetrahydro-1,2,4-triazine-6-carbonitrile